sodium nonyloxy benzenesulfonate sodium [Na].C1(=CC=CC=C1)S(=O)(=O)OOCCCCCCCCC.[Na]